benzyl 5-[[1-[4-[(2,6-dioxo-3-piperidyl)amino]-2-fluoro-phenyl]-4-piperidylidene]methyl]-4,4-difluoro-1,3-dihydroisoquinoline-2-carboxylate O=C1NC(CCC1NC1=CC(=C(C=C1)N1CCC(CC1)=CC1=C2C(CN(CC2=CC=C1)C(=O)OCC1=CC=CC=C1)(F)F)F)=O